1-(1,2-diphenyl-vinyl)pyrrolidine C1(=CC=CC=C1)C(=CC1=CC=CC=C1)N1CCCC1